N-(1-(tert-butylsulfonyl)indolin-6-yl)-4-((2-hydroxyethyl)thio)-2-(6-methyl-3-azabicyclo[4.1.0]heptan-3-yl)benzamide C(C)(C)(C)S(=O)(=O)N1CCC2=CC=C(C=C12)NC(C1=C(C=C(C=C1)SCCO)N1CC2CC2(CC1)C)=O